C1(=CC=CC=C1)C=1N=CC(=NC1C1=CC=CC=C1)CCCN[C@H]1CC[C@H](CC1)OCC(=O)O cis-2-((4-(5,6-diphenylpyrazin-2-yl)propylaminocyclohexyl)oxy)acetic acid